3-(4-(phenylthio)phenyl)benzo[c]isoxazole C1(=CC=CC=C1)SC1=CC=C(C=C1)C1=C2C(=NO1)C=CC=C2